ClC1=NC=C(C(=N1)N1N=C(C(=C1)C=O)C)Cl 1-(2,5-dichloropyrimidin-4-yl)-3-methyl-1H-pyrazole-4-carbaldehyde